C(C)OC(C1=CN=C(C=C1N1C[C@@](CC1)(C)NC(=O)OC(C)(C)C)C1CC1)=O (S)-4-(3-((tert-Butoxycarbonyl)amino)-3-methylpyrrolidin-1-yl)-6-cyclopropylnicotinic acid ethyl ester